CC1=C(NC(C(=O)O)=O)C(=CC=C1)C 2,6-dimethylanilino(oxo)acetic acid